CC1([C@@H]([C@H]1C1=NNC(=N1)C1=CC=CC=C1)C1=CC=C(C=C1)S(=O)(=O)N)C 4-[(1R,3R)-2,2-dimethyl-3-(5-phenyl-1H-1,2,4-triazol-3-yl)cyclopropyl]benzenesulfonamide